CC1=C(C(=O)OOC(COC2=C(C=C(C=C2)Cl)Cl)=O)C=CC=C1 (2-(2,4-dichlorophenoxy) acetoxy) methylbenzoate